3λ2-oxazolidin-2-one O1C([N]CC1)=O